(1R,2R,3S,4R,5S)-N-(5,6-dichloropyridin-3-yl)-5-fluoro-3-(2-methylpyridin-4-Yl)-7-oxabicyclo[2.2.1]Heptane-2-carboxamide ClC=1C=C(C=NC1Cl)NC(=O)[C@H]1[C@H]2C[C@@H]([C@@H]([C@@H]1C1=CC(=NC=C1)C)O2)F